OC=1C(=C(C(=CC1)C)NC(=O)C1=CN=C(S1)NC1=NN(C=C1)CCCO)C N-(3-Hydroxy-2,6-dimethyl-phenyl)-2-[[1-(3-hydroxypropyl)pyrazol-3-yl]amino]thiazole-5-carboxamide